5-(2-(acetyl)benzoyl)amino-3-(1-(3-pentyl)piperidin-4-yl)-1H-indole C(C)(=O)C1=C(C(=O)NC=2C=C3C(=CNC3=CC2)C2CCN(CC2)C(CC)CC)C=CC=C1